FC1CN(C1)C1=NC(=NC=2N3CCOC(C3=NC12)(C)C)C=1C=NC(=NC1)N 5-[1-(3-Fluoro-azetidin-1-yl)-8,8-dimethyl-5,6-dihydro-8H-7-oxa-2,4,4b,9-tetraaza-fluoren-3-yl]-pyrimidin-2-ylamine